N-[2-(3-amino-4-methoxypyrrolidin-1-yl)-3-fluoro-5,6,7,8-tetrahydroquinolin-6-yl]-5-chloro-7-ethyl-7H-pyrrolo[2,3-c]pyridazine-3-carboxamide NC1CN(CC1OC)C1=NC=2CCC(CC2C=C1F)NC(=O)C1=CC2=C(N=N1)N(C=C2Cl)CC